N-ethoxycarbonyl-3-aminopropyltriethoxysilane C(C)OC(=O)NCCC[Si](OCC)(OCC)OCC